benzyl-4-([2-[3-cyano-4-(methoxycarbonyl)phenyl]-2,7-diazaspiro[3.5]nonan-7-yl]methyl)piperidine-1-carboxylate C(C1=CC=CC=C1)OC(=O)N1CCC(CC1)CN1CCC2(CN(C2)C2=CC(=C(C=C2)C(=O)OC)C#N)CC1